O1CCN(CC1)C1=C2C=C(NC2=NC=N1)C1=CC=C(C=C1)NC(=O)N1CCNCC1 N-[p-(4-morpholino-1H-1,5,7-triazainden-2-yl)phenyl]-1-piperazinecarboxamide